FC1=C(C(=CC2=C1N=CS2)F)NC2=C1C(=NC=C2)SC(=C1)C=1[C@@H](NCCC1)C (S)-4,6-difluoro-N-(2-(2-methyl-1,2,5,6-tetrahydropyridin-3-yl)thieno[2,3-b]pyridin-4-yl)benzo[d]thiazol-5-amine